CC1=CC(=O)C(C1(C)C)CC(=O)[O-] The molecule is a 4-oxo monocarboxylic acid anion resulting from the removal of a proton from the carboxylic acid group of (2,2,3-trimethyl-5-oxocyclopent-3-en-1-yl)acetic acid. It is a 4-oxo monocarboxylic acid anion and a cyclic ketone. It derives from an acetate. It is a conjugate base of a (2,2,3-trimethyl-5-oxocyclopent-3-en-1-yl)acetic acid.